FC(C1(N=N1)C1=CC=C(C=C1)CCCOC1=CC=C(C=C1)C1(N=N1)C(F)(F)F)(F)F 3-(Trifluoromethyl)-3-(4-(3-(4-(3-(trifluoromethyl)-3H-diazirin-3-yl)phenoxy)propyl)phenyl)-3H-diazirin